ClCC1=C(C(=O)OCC)C=CC(=C1)O[C@@H]1CN(C[C@H]2C[C@@H]12)CC |o1:14,18,20| ethyl 2-(chloromethyl)-4-(((1S*,5S*,6R*)-3-ethyl-3-azabicyclo[4.1.0]heptan-5-yl)oxy)benzoate